ON=C1C=C(C(C2=CC=CC=C12)=O)N[C@@H](C(=O)NC1=CC=C(C=C1)C(F)(F)F)CC1=CC=CC=C1 (R)-2-((4-(hydroxyimino)-1-oxo-1,4-dihydronaphthalen-2-yl)amino)-3-phenyl-N-(4-(trifluoromethyl)phenyl)-propanamide